6-(1-((2,3-dihydrobenzofuran-5-yl)sulfonyl)piperidin-4-yl)-7-methylimidazo[1,2-b]pyridazine O1CCC2=C1C=CC(=C2)S(=O)(=O)N2CCC(CC2)C=2C(=CC=1N(N2)C=CN1)C